ClC1=C2CC(CC2=CC=C1Cl)NC1=CC=C(C=N1)[C@@H](C(F)(F)F)N(C(=O)[C@@H]1CNC(CC1)=O)C (3S)-N-((1S)-1-(6-((4,5-Dichloro-2,3-dihydro-1H-inden-2-yl)amino)pyridin-3-yl)-2,2,2-trifluoroethyl)-N-methyl-6-oxopiperidine-3-carboxamide